2-(5-((4-(2,6-difluoro-4-nitrophenyl)piperazin-1-yl)methyl)pyridin-2-yl)ethan-1-ol FC1=C(C(=CC(=C1)[N+](=O)[O-])F)N1CCN(CC1)CC=1C=CC(=NC1)CCO